5-(3-butanesulfonylbenzoyl)amino-3-(1-isobutyl-1,2,3,6-tetrahydropyridin-4-yl)-1H-indole C(CCC)S(=O)(=O)C=1C=C(C(=O)NC=2C=C3C(=CNC3=CC2)C=2CCN(CC2)CC(C)C)C=CC1